COC1=CC(=NC=C1)C(=O)N 4-methoxypyridineamide